BrC=1C=C2C(=CNC2=CC1)/C(/C#N)=C/C=1C=NC=CC1C1=COC=C1 (Z)-2-(5-bromo-1H-indol-3-yl)-3-(4-(furan-3-yl)pyridin-3-yl)-acrylonitrile